4-Nitrobenzyl (S)-3-cyclopropyl-2-(2-((S)-1-(2,3-difluorobenzyl)-5-oxopyrrolidin-2-yl)acetamido)propanoate C1(CC1)C[C@@H](C(=O)OCC1=CC=C(C=C1)[N+](=O)[O-])NC(C[C@H]1N(C(CC1)=O)CC1=C(C(=CC=C1)F)F)=O